4-methoxy-1-[4-(4-methoxyphenyl)-5-[4-prop-2-enyloxyphenyl]-isoxazol-3-yl]benzene Ethyl-5-(benzyloxy)-1-(tetrahydro-2H-pyran-2-yl)-1H-pyrazole-3-carboxylate C(C)OC(=O)C1=NN(C(=C1)OCC1=CC=CC=C1)C1OCCCC1.COC1=CC=C(C=C1)C1=NOC(=C1C1=CC=C(C=C1)OC)C1=CC=C(C=C1)OCC=C